C=NNC(NCC(=O)O)=N 2-[3-(methylidene-amino)guanidino]acetic acid